C(CCC)OC(=O)C1=CN(C(C(=C1)C(NC)=O)=O)CC1=CC(=CC=C1)OC[C@H](C)O (S)-1-(3-(2-hydroxypropoxy)benzyl)-5-(methylcarbamoyl)-6-oxo-1,6-dihydropyridine-3-carboxylic acid butyl ester